tert-butyl (4S)-4-[2-(2H3)methoxyethyl]-2,2-dimethyl-1,3-oxazolidine-3-carboxylate C(OCC[C@@H]1N(C(OC1)(C)C)C(=O)OC(C)(C)C)([2H])([2H])[2H]